BrC=1C=C2C(=C(N(C2=CC1)CC)C=1C(=NC=CC1)[C@H](C)OC)CC(CO[Si](C1=CC=CC=C1)(C1=CC=CC=C1)C(C)(C)C)(F)F 5-bromo-3-{3-[(tert-butyldiphenylsilyl)oxy]-2,2-difluoropropyl}-1-ethyl-2-{2-[(1S)-1-methoxyethyl]pyridin-3-yl}indole